[Br-].C1(CCCCC1)C(=CC1=CCN(C=C1)C)C1=C(C=CC(=C1)C)O 4-(2-cyclohexyl-2-(2-hydroxy-5-methylphenyl)vinyl)-1-methylpyridine bromide